C(C=C)(=O)N1C[C@@H]2COC3=C(C(N2CC1)=O)C(=NC(=C3Cl)C3=C(C=CC=C3OC)F)N3CCC1=CC=CC=C31 (6aR)-8-acryloyl-4-chloro-3-(2-fluoro-6-methoxyphenyl)-1-(indolin-1-yl)-6,6a,7,8,9,10-hexahydro-12H-pyrazino[2,1-c]pyrido[3,4-f][1,4]oxazepin-12-one